C(CCCCCCCCCCCCCCCCCCCCCCCCCCCCCCC)N(C)CCCCCCCCCC dotriacontanyl-decylmethylamine